(R)-N-(3-chloro-4-(6-(1-methylcyclopropoxy)-9-((4-methylpyridin-2-yl)methyl)-9H-purin-8-yl)phenethyl)-2-hydroxypropanamide ClC=1C=C(CCNC([C@@H](C)O)=O)C=CC1C=1N(C2=NC=NC(=C2N1)OC1(CC1)C)CC1=NC=CC(=C1)C